4-methyl-2,3-dihydroisoindole CC1=C2CNCC2=CC=C1